C(C)(C)(C)OC(=O)N1[C@@H](C2=CC=CC(=C2CC1)Br)C (1R)-5-bromo-1-methyl-3,4-dihydro-1H-isoquinoline-2-carboxylic acid tert-butyl ester